N-(Trichloromethylthio)phthalimid ClC(SN1C(C=2C(C1=O)=CC=CC2)=O)(Cl)Cl